OC1=CC=C2C=CC=3OC4(C=NC3C2=C1)N(C1=CC=CC=C1C4(C)C)C 1,3-dihydro-9'-hydroxy-1,3,3-trimethyl-spiro[2H-indole-2,3'-[3H]-naphtho[2,1-b][1,4]oxazine]